3-(1-(4-chloro-2-fluorophenyl)cyclopropyl)-5-(5-(difluoromethyl)-1H-pyrazol-3-yl)-1,2,4-oxadiazole ClC1=CC(=C(C=C1)C1(CC1)C1=NOC(=N1)C1=NNC(=C1)C(F)F)F